N-(3-Methoxypropyl)-2-(1-methyl-1H-imidazol-2-yl)-5,6-diphenylthieno[2,3-d]pyrimidin-4-amine COCCCNC=1C2=C(N=C(N1)C=1N(C=CN1)C)SC(=C2C2=CC=CC=C2)C2=CC=CC=C2